[Li+].[Sb]([O-])([O-])([O-])=O.[K+].[Na+] sodium potassium antimonate lithium